C=C1CN2CC3(CC2(C1)CO)CC3 (6'-methylenedihydro-1'H,3'H-spiro[cyclopropane-1,2'-pyrrolizin]-7a'(5'H)-yl)methanol